ClC1=CC=C(C=C1)C=1N=C2N(C=CN=C2)C1NC=1C=C(C(=O)NCC)C=CC1 3-[[2-(4-chlorophenyl)imidazo[1,2-a]pyrazin-3-yl]amino]-N-ethylbenzamide